2',4',6'-triisopropyl[biphenyl] C(C)(C)C1=C(C(=CC(=C1)C(C)C)C(C)C)C1=CC=CC=C1